FC=1C=C2C=C(NC2=C(C1)F)C 5,7-difluoro-2-methyl-1H-indol